COC1=CC=C(C=C1)C(OC[C@@]1(COC[C@@H](O1)N1C(N=C(C=C1)NC(C1=CC=CC=C1)=O)=O)CO)(C1=CC=CC=C1)C1=CC=C(C=C1)OC N-[1-[(2R,6S)-6-[[bis(4-methoxyphenyl)-phenyl-methoxy]methyl]-6-(hydroxymethyl)-1,4-dioxan-2-yl]-2-oxo-pyrimidin-4-yl]benzamide